FC1=C(C=CC(=C1)C1=NN(C=C1)C1OCCCC1)N1CCC(CC1)CN1C(CCC1)=O 1-((1-(2-fluoro-4-(1-(tetrahydro-2H-pyran-2-yl)-1H-pyrazol-3-yl)phenyl)piperidin-4-yl)methyl)pyrrolidin-2-one